5-(4-methylpiperazin-1-yl)-2-(pyrimidin-2-yl)-4,5,6,7-tetrahydro-2H-indazol-3-ol CN1CCN(CC1)C1CC2=C(N(N=C2CC1)C1=NC=CC=N1)O